COC1=CC=2C=C3C(N(C2C=C1OCCCN1CCCC1)C1COC1)CCC3 7-methoxy-N-(oxetan-3-yl)-6-[3-(pyrrolidin-1-yl)propoxy]-1H,2H,3H-cyclopenta[b]quinolin